(S)-3-(7-bromo-2-((2-oxopropyl)amino)-5-(pyridin-2-yl)-3H-benzo[e][1,4]diazepin-3-yl)propyl acetate C(C)(=O)OCCC[C@@H]1N=C(C2=C(N=C1NCC(C)=O)C=CC(=C2)Br)C2=NC=CC=C2